FC1=CC2=C(OC3=C([C@H](C2)CN)C=CC=C3)C=C1 |o1:8| (S*)-(2-fluoro-10,11-dihydrodibenzo[b,f]oxepin-10-yl)methanamine